S(=O)(=O)(ON1C2CCC(N(C1=O)C2)C(NC(C(C)(C)C)=O)=N)O 7-oxo-2-(N-pivaloylcarbamimidoyl)-1,6-diazabicyclo[3.2.1]octan-6-yl hydrogen sulfate